6-methyl-2-(piperazin-1-yl)pyrimidine-4-carbonitrile CC1=CC(=NC(=N1)N1CCNCC1)C#N